2-(4-chloro-5-(hydroxymethyl)-5-methyl-5,6-dihydro-7H-pyrrolo[2,3-d]pyrimidin-7-yl)isonicotinonitrile ClC=1C2=C(N=CN1)N(CC2(C)CO)C=2C=C(C#N)C=CN2